COC=1C=C(C=CC1)CCCNC(=O)N N-(3-methoxyphenylpropyl)urea